Cl.N=1C=CN2C1C=NC(=C2)C=2C=CC(=C(C2)O)C2=CN=C(N=N2)N2CC(CC2)NC(C)C 5-(imidazo[1,2-a]pyrazin-6-yl)-2-(3-{3-[(propan-2-yl)amino]pyrrolidin-1-yl}-1,2,4-triazin-6-yl)phenol hydrochloride